adamantane-1-Sulfinyl chloride C12(CC3CC(CC(C1)C3)C2)S(=O)Cl